ClC1=C(C(=CC=C1)F)I 1-chloro-3-fluoro-2-iodo-benzene